FC1=C(C=O)C=C(C=C1)C=1NC=CN1 2-FLUORO-5-(1H-IMIDAZOL-2-YL)-BENZALDEHYDE